C(C)(C)(C)C1=CC(=C(C=C1)C1=CC(C(=C(N1)C)C(=O)OCC)=O)C ethyl 6-(4-tert-butyl-2-methyl-phenyl)-2-methyl-4-oxo-1H-pyridine-3-carboxylate